P(O)(=O)(OP(=O)(O)OP(=O)(O)O)OC[C@@H]1[C@H](C[C@@H](O1)N1C(=O)N=C(NC)C=C1)O N4-methyl-2'-deoxycytidine-5'-triphosphate